CN(CCOC1=CC=C(C(=N1)C(F)(F)F)N1C=NC(=C1)C1=NC(=NC=C1C(F)(F)F)NC1CCN(CC1)S(=O)(=O)C)C 4-(1-(6-(2-(Dimethylamino)ethoxy)-2-(trifluoromethyl)pyridin-3-yl)-1H-imidazol-4-yl)-N-(1-(methylsulfonyl)piperidin-4-yl)-5-(trifluoromethyl)pyrimidin-2-amine